C1(C=2C(C(N1CCCCCC(=O)OO)=O)=CC=CC2)=O 6-(phthalimido)peroxyhexanoic acid